ClC=1C=NN2C1N=C(N=C2NCC=2C=NC=CC2)C2=C(C=CC=C2F)F 8-chloro-2-(2,6-difluorophenyl)-N-(pyridin-3-ylmethyl)pyrazolo[1,5-a][1,3,5]triazin-4-amine